C1(=C(C(=CC(=C1)C)C)C1=CC=2N(C3=CC(=CC=C3C2C=C1)C1=C(C=C(C=C1C)C)C)C1=C(C=CC(=C1)C(C)(CC(C)(C)C)C)OC1OCCCC1)C 2,7-dimesityl-9-(2-((tetrahydro-2H-pyran-2-yl)oxy)-5-(2,4,4-trimethylpentan-2-yl)phenyl)-9H-carbazole